3-(6-((tert-Butoxycarbonyl)amino)pyridin-2-yl)propionic acid methyl ester COC(CCC1=NC(=CC=C1)NC(=O)OC(C)(C)C)=O